(1-((2-methylthiazol-4-yl)ethynyl)-3-azabicyclo[3.1.0]hexan-3-yl)(phenyl)methanone CC=1SC=C(N1)C#CC12CN(CC2C1)C(=O)C1=CC=CC=C1